C1C(CC12CCC1(OCCO1)CC2)NC(C(=O)OCC)(C)C ethyl 2-((8,11-dioxadispiro[3.2.47.24]tridecan-2-yl)amino)-2-methylpropanoate